CS1S(C(=CC1)C)=S 1,3-Dimethyldithiolene-2-thione